6-(1-(sec-butyl)-4-(4-fluorophenyl)-1H-imidazol-5-yl)imidazo[1,2-a]pyridine-3-carboxamide C(C)(CC)N1C=NC(=C1C=1C=CC=2N(C1)C(=CN2)C(=O)N)C2=CC=C(C=C2)F